6-Cyclopropoxy-2-((1s,4s)-4-hydroxycyclohexyl)-2H-indazole-5-carboxylic acid methyl ester COC(=O)C1=CC2=CN(N=C2C=C1OC1CC1)C1CCC(CC1)O